6-fluoro-5-(4-((5-fluoro-2-methyl-3-oxo-3,4-dihydroquinoxalin-6-yl)methyl)-1,4-diazepan-1-yl)-N-methylpicolinamide FC1=C(C=CC(=N1)C(=O)NC)N1CCN(CCC1)CC=1C(=C2NC(C(=NC2=CC1)C)=O)F